3-(2-methoxyethyl)-6-nitro-2-(piperidin-1-ylmethyl)quinazolin-4(3H)-one COCCN1C(=NC2=CC=C(C=C2C1=O)[N+](=O)[O-])CN1CCCCC1